C12C(CCC(C1(C)C)C2)(C)O 2-Pinanol